C(C)(C)(C)OC(=O)N1C[C@@H](N(CC1)C1=C2C=C(C(=NC2=C(C(=N1)COC)C(=O)OC)C1=C(C=CC=C1)F)Cl)C Methyl (S)-5-(4-(tert-butoxycarbonyl)-2-methylpiperazin-1-yl)-3-chloro-2-(2-fluorophenyl)-7-(methoxymethyl)-1,6-naphthyridine-8-carboxylate